(S)-6-(4-(2-hydroxy-1-phenylethylamino)-5-(1,2,4-oxadiazol-5-yl)pyrimidin-2-ylamino)-2,2-dimethylbenzofuran-3(2H)-one OC[C@H](C1=CC=CC=C1)NC1=NC(=NC=C1C1=NC=NO1)NC1=CC2=C(C(C(O2)(C)C)=O)C=C1